CC=1C=C(C=C(C1)C)C(CCC(=O)C1=CC(=CC(=C1)C)C)=O 1,4-bis(3,5-dimethylphenyl)butane-1,4-dione